(2S,4R)-1-acetyl-4-fluoro-N-[(S) or (R)-[6-fluoro-5-(propan-2-yl)pyridin-2-yl][3-(1H-pyrazol-1-yl)phenyl]methyl]pyrrolidine-2-carboxamide C(C)(=O)N1[C@@H](C[C@H](C1)F)C(=O)N[C@@H](C1=CC(=CC=C1)N1N=CC=C1)C1=NC(=C(C=C1)C(C)C)F |o1:12|